CC1=CC=C(CNC2=CC3=CC=CC=C3C=C2)C=C1 N-(4-methylbenzyl)-2-naphthylamine